NC1=C(C=CC=C1)C1=C(C(=O)N)C=CC(=C1)CNC1=NC=CC(=N1)C=1C=NC=CC1 (2-aminophenyl)-4-((4-(pyridin-3-yl)pyrimidin-2-ylamino)methyl)benzamide